2-(1-(propylsulfonyl)-3-(4-(2-(5-(hydroxymethyl)furan-2-yl)-6-(phenylsulfonyl)imidazo[4,5-d]pyrrolo[2,3-b]pyridin-1(6H)-yl)-1H-pyrazol-1-yl)azetidin-3-yl)acetonitrile C(CC)S(=O)(=O)N1CC(C1)(N1N=CC(=C1)N1C(=NC=2C1=C1C(=NC2)N(C=C1)S(=O)(=O)C1=CC=CC=C1)C=1OC(=CC1)CO)CC#N